N-{7-methoxy-2-methylpyrazolo[4,3-d]pyrimidin-5-yl}-2-methyl-4-[(3R)-3-(methylamino)pyrrolidin-1-yl]indazole-7-carboxamide COC=1C=2C(N=C(N1)NC(=O)C1=CC=C(C3=CN(N=C13)C)N1C[C@@H](CC1)NC)=CN(N2)C